C1=NC=CC2=C(C=CC=C12)C=1C=C(C=CC1)[C@@H](C)NC1=NC(=NC2=CC(=C(C=C12)OC)OC)C N-{(1R)-1-[3-(isoquinolin-5-yl)phenyl]ethyl}-6,7-dimethoxy-2-methylquinazolin-4-amine